(2S,4R)-1-(2-(3-acetyl-5-(pyrazolo[1,5-a]pyrimidin-6-yl)-1H-indazol-1-yl)acetyl)-N-(6-bromo-5-methylpyrazin-2-yl)-4-fluoropyrrolidine-2-carboxamide C(C)(=O)C1=NN(C2=CC=C(C=C12)C=1C=NC=2N(C1)N=CC2)CC(=O)N2[C@@H](C[C@H](C2)F)C(=O)NC2=NC(=C(N=C2)C)Br